FC1=CC=C(C=C1)C1=CC(=C(N1C(=O)OC(C)(C)C)C1=CC=C(C=C1)C)CCC(=O)N[C@@H]1C(NC[C@H]1O)=O tert-butyl 5-(4-fluorophenyl)-3-(3-(((3S,4R)-4-hydroxy-2-oxopyrrolidin-3-yl)amino)-3-oxopropyl)-2-(p-tolyl)-1H-pyrrole-1-carboxylate